BrC=1C=C2C(=CC1)C(N(CC21CC1)CC(=O)NC1=NC=C(C=C1)C#N)=O 2-(6-bromo-1-oxospiro[3H-isoquinoline-4,1'-cyclopropane]-2-yl)-N-(5-cyanopyridin-2-yl)acetamide